3-(4-((1E,3E)-4-(5,6-dimethoxybenzo[d]thiazole-2-yl)buta-1,3-dienyl)phenylamino)propan-1-ol COC=1C(=CC2=C(N=C(S2)/C=C/C=C/C2=CC=C(C=C2)NCCCO)C1)OC